S(=O)(=O)([O-])O.C(C(=O)O)(=O)O.[Na+] sodium oxalate sulfate